(1r,4r)-N-(4-(5-(Cyclopropylmethyl)-1-methyl-1H-1,2,3-triazol-4-yl)-5-ethylpyrimidin-2-yl)cyclohexane-1,4-diamine C1(CC1)CC1=C(N=NN1C)C1=NC(=NC=C1CC)NC1CCC(CC1)N